C1=C(C=CC2=CC=CC=C12)/C(=C/C)/C (E)-3-(naphthalen-2-yl)but-2-ene